5-[bis(thenyl)aminocarbonyloxyethoxyethoxy]dimethylaminobenzene nickel-molybdenum [Mo].[Ni].C1(=CC=CS1)CN(C(=O)OCCOCCOC=1C=CC=C(C1)N(C)C)CC1=CC=CS1